N1(N=CC=C1)C=1C=C(C=CC1)C1CCC2(CN(C2)C(=O)C2CC(C2)(C)O)CC1 (7-(3-(1H-Pyrazol-1-yl)phenyl)-2-azaspiro[3.5]nonan-2-yl)((1s,3s)-3-hydroxy-3-methylcyclobutyl)methanone